C(C)N1CCC(CC1)N1N=NC(=C1)C(C=1SC(=CC1)C(F)(F)F)NC=1C=C2C=C(C=NC2=CC1)C#N 6-(((1-(1-ethylpiperidin-4-yl)-1H-1,2,3-triazol-4-yl)(5-(trifluoromethyl)thiophen-2-yl)methyl)amino)quinoline-3-carbonitrile